C(C)(C)(C)OC(=O)N1CCN(CC1)C=1C(=C2CN(C(C2=CC1)=O)C1C(NC(CC1)=O)=O)OC 4-[2-(2,6-dioxo-3-piperidinyl)-4-methoxy-1-oxo-isoindolin-5-yl]piperazine-1-carboxylic acid tert-butyl ester